C1(CC1)C=1C=C(OCC(=O)N(C)OC)C=CC1 2-(3-cyclopropylphenoxy)-N-methoxy-N-methyl-acetamide